C(C)(C)(C)OC(=O)N1[C@@H]2CN[C@H](C1)C2.FC2=C(CN1[C@@H]3CN([C@H](C1)C3)C(=O)OC(C)(C)C)C=CC(=C2)F tert-butyl (1S,4S)-5-(2,4-difluorobenzyl)-2,5-diazabicyclo[2.2.1]heptan-2-carboxylate Tert-butyl-(1S,4S)-2,5-diazabicyclo[2.2.1]heptan-2-carboxylate